di-tert-butyl 1-(1-(6-chloro-4-methylpyridin-3-yl)cyclopropyl)hydrazine-1,2-dicarboxylate ClC1=CC(=C(C=N1)C1(CC1)N(NC(=O)OC(C)(C)C)C(=O)OC(C)(C)C)C